difluoro (bisoxalate) phosphate P(=O)(O)(O)O.C(C(=O)O)(=O)OF.C(C(=O)O)(=O)OF